ClC1=CC=NC2=CC(=CC=C12)C1=C(C=C(CN2CC3CCC(C2)N3C(=O)OC(C)(C)C)C=C1)F tert-butyl 3-(4-(4-chloroquinolin-7-yl)-3-fluorobenzyl)-3,8-diazabicyclo[3.2.1]octane-8-carboxylate